3-[4-fluoro-3-methyl-2-oxo-5-[1-(4-piperidylmethyl)-4-piperidyl]benzimidazol-1-yl]piperidine tert-Butyl-5-bromo-2-(4-ethoxyphenyl)thiazole-4-carboxylate C(C)(C)(C)OC(=O)C=1N=C(SC1Br)C1=CC=C(C=C1)OCC.FC1=C(C=CC=2N(C(N(C21)C)=O)C2CNCCC2)C2CCN(CC2)CC2CCNCC2